C(#N)C1=C(C=CC=C1)N1CCC(CC1)CC(=O)NC1=CN=C2N1N=CC=C2 2-(1-(2-cyanophenyl)piperidin-4-yl)-N-(imidazo[1,2-b]pyridazin-3-yl)acetamide